OC1=CC=C(C=C1)C(\C=C\C1=CC(=C(C=C1)OC)COC1=CC=C(C=C1)I)=O (E)-1-(4-Hydroxyphenyl)-3-[3-[(4-iodophenoxy)methyl]-4-methoxyphenyl]prop-2-en-1-one